BrC=1C=C(C#N)C=C(C1)N1C(NCCC1)=O 3-bromo-5-(2-oxotetrahydropyrimidin-1(2H)-yl)benzonitrile